3-(6-(3,8-Diazabicyclo[4.2.0]octan-3-yl)pyrimidin-4-yl)-6-(difluoromethyl)imidazo[1,2-b]pyridazine C12CN(CCC2CN1)C1=CC(=NC=N1)C1=CN=C2N1N=C(C=C2)C(F)F